methyl 1-aminocyclopropaneformate hydrochloride Cl.NC1(CC1)C(=O)OC